ethyl 1-(3,6-dichloropyridazin-4-yl)-5-methyl-1H-pyrazole-3-carboxylate ClC=1N=NC(=CC1N1N=C(C=C1C)C(=O)OCC)Cl